(4,4,7,7-tetramethyl-4,5,6,7-tetrahydrobenzo[b]thiophen-3-yl)boronic acid CC1(CCC(C=2SC=C(C21)B(O)O)(C)C)C